C1C(CC2CCCCC12)CCC(=O)OC(COC(CCC1CC2CCCCC2C1)=O)C(C(COC(CCC1CC2CCCCC2C1)=O)OC(CCC1CC2CCCCC2C1)=O)OCCCN(C)C 3-[3-(dimethylamino)propoxy]-1,4,5-tris({[3-(octahydro-1H-inden-2-yl)propanoyl] oxy})pentan-2-yl 3-(octahydro-1H-inden-2-yl)propanoate